C(C)N1CCN(CC1)C(=O)OC1=CC(=C(C=C1)C(\C=C\C1=CC=C(C=C1)N(C)C)=O)O [4-[(E)-3-[4-(Dimethylamino)phenyl]prop-2-enoyl]-3-hydroxyphenyl] 4-ethylpiperazine-1-carboxylate